(3-amino-2-fluorophenyl)-8-(2-fluorobenzyl)-2-(furan-2-ylmethyl)imidazo[1,2-a]pyrazin-3(7H)-one NC=1C(=C(C=CC1)C1=CNC(=C2N1C(C(=N2)CC=2OC=CC2)=O)CC2=C(C=CC=C2)F)F